BrC=1N(C2=CC=CC(=C2C1)C(NC1CCCCC1)=O)C(=O)OC(C)(C)C tert-butyl 2-bromo-4-(cyclohexylcarbamoyl)-1H-indole-1-carboxylate